N1(CCCC1)CCC=1C=NC2=CC=CCC12 3-(2-pyrrolidin-1-ylethyl)4H-indole